(6S,7S)-6-(3-bromo-2-fluorobenzyl)-7-(methylsulfonyl)-5-azaspiro[2.4]heptane-5-carboxylic acid tert-butyl ester C(C)(C)(C)OC(=O)N1CC2(CC2)[C@@H]([C@@H]1CC1=C(C(=CC=C1)Br)F)S(=O)(=O)C